F\C(\C(=O)NC=1C=C2C(=NC=NC2=CC1OC)NC1=C(C=C(C(=C1)C)OC1=CC=2N(C=N1)C=CN2)OC)=C\[C@@H]2N(CCC2)C (R,E)-2-fluoro-N-(4-((4-(imidazo[1,2-c]pyrimidin-7-yloxy)-2-methoxy-5-methylphenyl)amino)-7-methoxyquinazolin-6-yl)-3-(1-methylpyrrolidin-2-yl)acrylamide